(E)-N-(5-cyano-5'-(1-((5-ethylthiazol-2-yl)amino)-1-oxopropan-2-yl)-[3,3'-bipyridine]-6-yl)-4-(dimethylamino)but-2-enamide C(#N)C=1C=C(C=NC1NC(\C=C\CN(C)C)=O)C=1C=NC=C(C1)C(C(=O)NC=1SC(=CN1)CC)C